7-(Cyclobutoxy)-1-methyl-4-[4-methyl-4-(5-methyl-1,3-benzooxazol-2-yl)piperidin-1-yl]-2-oxo-1,2-dihydro-quinoline-3-carbonitrile C1(CCC1)OC1=CC=C2C(=C(C(N(C2=C1)C)=O)C#N)N1CCC(CC1)(C=1OC2=C(N1)C=C(C=C2)C)C